C(C)C1=NSC(=N1)C(=O)[O-] ethyl-1,2,4-thiadiazole-5-carboxylate